Ethyl 2-{[4-(ethylsulfonyl)phenyl]amino}-4-{[(1S)-2-hydroxy-1-phenylethyl]amino}pyrimidine-5-carboxylate C(C)S(=O)(=O)C1=CC=C(C=C1)NC1=NC=C(C(=N1)N[C@H](CO)C1=CC=CC=C1)C(=O)OCC